2-(2,6-dioxopiperidin-3-yl)-4-(((S)-1-(4-ethoxyphenyl)ethyl)amino)isoindoline-1,3-dione O=C1NC(CCC1N1C(C2=CC=CC(=C2C1=O)N[C@@H](C)C1=CC=C(C=C1)OCC)=O)=O